α-methyl-L-norvaline C[C@](N)(CCC)C(=O)O